COC=1C=C(C=CC1OC)C12CCN(C2CC(C=C1)=O)C rac-3a-(3,4-dimethoxyphenyl)-1-methyl-2,3,7,7a-tetrahydroindol-6-one